FC1(CC(CC1)NC1=C(C=NC(=C1)NC1=NC(=NC=C1)C=1C=NN(C1)CC(F)F)C1=NC=C(C=C1)OC1CCN(CC1)C)F N4'-(3,3-Difluorocyclopentyl)-N6'-(2-(1-(2,2-difluoroethyl)-1H-pyrazol-4-yl)pyrimidin-4-yl)-5-((1-methylpiperidin-4-yl)oxy)-[2,3'-bipyridine]-4',6'-diamine